1-[6-[4-(4-Bromo-3-chloro-2-fluoro-anilino)pyrido[3,2-d]pyrimidin-6-yl]-1,6-diazaspiro[3.3]heptan-1-yl]prop-2-en-1-one BrC1=C(C(=C(NC=2C3=C(N=CN2)C=CC(=N3)N3CC2(CCN2C(C=C)=O)C3)C=C1)F)Cl